ClC(C(Cl)(Cl)Cl)(Cl)Cl hexachloroethane